BrC1=C(C=CC=C1)S(=O)(=O)N1[C@]2([C@H](C3=CC=CC=C13)O)OC(C=C2C2=CC(=CC=C2)Cl)=O (2S,3'S)-1'-((2-bromophenyl)sulfonyl)-3-(3-chlorophenyl)-3'-hydroxy-5H-spiro[furan-2,2'-indoline]-5-one